N-methyl-N'-ethylimidazolium methylsulfate COS(=O)(=O)[O-].CN1C=[N+](C=C1)CC